ClC=1C=CC=2N(N1)C=C(N2)C(=O)N[C@H]2C[C@H](CCC2)NC2=CC(=NC1=CC=CC=C21)C(F)(F)F 6-chloro-N-[(1R,3S)-3-{[2-(trifluoromethyl)quinolin-4-yl]amino}cyclohexyl]imidazo[1,2-b]pyridazine-2-carboxamide